1,4-dimethyl-3-[2-(methylamino)-2-oxoethoxy]-6,7-dihydro-5H-cyclopenta[c]pyridine-6-carboxylic acid methyl ester COC(=O)C1CC2=C(C(=NC(=C2C)OCC(=O)NC)C)C1